7-bromo-1-chloro-8-isobutylbenzo[4,5]thieno[2,3-c]pyridine BrC1=C(C2=C(C3=C(C(=NC=C3)Cl)S2)C=C1)CC(C)C